(5S,5aR,9aS,10aR)-5-methyl-5,5a,6,7,8,9a,10,10a-octahydro-1H-oxazolo[3,4-b]isoquinoline-3,9-dione C[C@@H]1N2[C@H](C[C@@H]3C(CCC[C@@H]13)=O)COC2=O